BrC1=C(OC2=CC=C(C=C2)CCC2CCN(CC2)C(=O)OC(C)(C)C)C=CC(=C1)C=O tert-butyl 4-[2-[4-(2-bromo-4-formyl-phenoxy)phenyl]ethyl]piperidine-1-carboxylate